O1C(OCC1)C=1C=CC(=NC1)C=1C=C(C=CC1)NC=1C=C(C=2N(N1)C(=CN2)C=2N=NN(C2)C(C)C)N(C)CC2=CC=C(C=C2)OC N6-{3-[5-(1,3-dioxolan-2-yl)pyridin-2-yl]phenyl}-3-(1-isopropyl-1,2,3-triazol-4-yl)-N8-[(4-methoxyphenyl)methyl]-N8-methylimidazo[1,2-b]pyridazine-6,8-diamine